2-(2-((5-chloro-1H-benzo[d]imidazol-2-yl)thio)acetylamino)benzoic acid methyl ester COC(C1=C(C=CC=C1)NC(CSC1=NC2=C(N1)C=CC(=C2)Cl)=O)=O